6-chloro-N,N-dimethyl-3-pyridinamine ClC1=CC=C(C=N1)N(C)C